[Cl-].[Cl-].CC1=[NH+]C2=CC=CC=C2C(=C1)N.CC1=[NH+]C2=CC=CC=C2C(=C1)N 2-methyl-4-quinolin-1-iumamine dichloride